2-bromo-4-(trifluoromethyl)benzoic acid-6-d BrC1=C(C(=O)O)C(=CC(=C1)C(F)(F)F)[2H]